5-((tert-butyldimethylsilyl)oxy)valeraldehyde [Si](C)(C)(C(C)(C)C)OCCCCC=O